C(#N)C1=C(C=C(C=C1)B1OCC(CO1)(C)C)C1=CC=C(C=C1)CN(C(CCCC)=O)[C@H](C(=O)OC)C(C)C (S)-Methyl 2-(N-((2'-cyano-5'-(5,5-dimethyl-1,3,2-dioxaborinan-2-yl)-[1,1'-biphenyl]-4-yl)methyl)pentanamido)-3-methylbutanoate